2,4-dimethylamino-6-(4-cyanoanilino)-1,3,5-triazine CNC1=NC(=NC(=N1)NC)NC1=CC=C(C=C1)C#N